C(C1=CC=CC=C1)N1C[C@@H]([C@H](CC1)C(=O)N1CCC(CC1)(O)CN1C=NC2=C(C1=O)C=CN2C)C2=CC=CC=C2 3-[(1-{[(3S,4S)-1-benzyl-3-phenylpiperidin-4-yl]carbonyl}-4-hydroxypiperidin-4-yl)methyl]-7-methyl-3,7-dihydro-4H-pyrrolo[2,3-d]pyrimidin-4-one